NC1=C(C(=NC=C1)C)C=O 4-AMINO-2-METHYL-PYRIDINE-3-CARBALDEHYDE